1,7-dihydropyrazolo[3',4':6,7]azepino[3,4,5-cd]indole C1C=2C=3C(C=NC3C=C1)=CNC=1C2N=NC1